(1R)-1-(3-chloro-2-fluorophenyl)ethanamine hydrochloride Cl.ClC=1C(=C(C=CC1)[C@@H](C)N)F